FC1=C(OC2CCN(CC2)C2=C(C=NC(=C2)CO)NC(C2=C(N=CC=C2)OC)=O)C=CC(=C1)F N-(4-(4-(2,4-difluorophenoxy)piperidin-1-yl)-6-(hydroxymethyl)pyridin-3-yl)-2-methoxynicotinamide